2-(2-Fluoro-5-nitrophenyl)-4,4,5,5-tetramethyl-[1,3,2]dioxaborolane FC1=C(C=C(C=C1)[N+](=O)[O-])B1OC(C(O1)(C)C)(C)C